B(O)(O)CCC[C@@H]1[C@@](CCC1)(C(=O)O)NC (1S,2S)-2-(3-boronopropyl)-1-(methylamino)cyclopentanecarboxylic acid